4,7-Bis(mercaptomethyl)-3,6,9-trithia-1,11-undecandithiol SCC(SCCS)CSC(CSCCS)CS